FC=1C=C(C=NC1)C1=NC=CC2=C1CNC2 4-(5-fluoropyridin-3-yl)-2,3-dihydro-1H-pyrrolo[3,4-c]pyridin